N-methyl-glycine ethyl ester hexafluoroantimonate F[Sb-](F)(F)(F)(F)F.C(C)OC(CNC)=O